C(#N)C(C)(C)NCC(=O)O N-(1-CYANO-1-METHYLETHYL)GLYCINE